4-benzylhexahydropyrrolo[3,4-b][1,4]oxazin C(C1=CC=CC=C1)N1C2C(OCC1)CNC2